C12CN(CC(CC1)N2)C=2C1=C(N=C(N2)OCC23CCCN3CCC2)N=C(C=C1)C1=CC=C(C2=C1N=C(S2)N)F 4-(4-(3,8-diazabicyclo-[3.2.1]octan-3-yl)-2-((tetra-hydro-1H-pyrrolizin-7a(5H)-yl)methoxy)pyrido[2,3-d]-pyrimidin-7-yl)-7-fluoro-benzo[d]thiazol-2-amine